C(C1=CC=CC=C1)N1N=CC(=C1)C=1C(=NC(=CC1)C)C1=CC=C2C=C(N=NC2=C1)OC 7-[3-(1-Benzyl-1H-pyrazol-4-yl)-6-methylpyridin-2-yl]-3-methoxycinnolin